FC(OC1=CC=CC(=N1)C#CC1=CC(=NC=C1)CN)F (4-((6-(difluoromethoxy)pyridin-2-yl)ethynyl)pyridin-2-yl)methylamine